2-propoxy-1,3-dipropenyl-propane C(CC)OC(CC=CC)CC=CC